4-({4-[7-(aminocarbonyl)-2H-indazole-2-yl]benzyl}ammonio)-1-methylpiperidinium NC(=O)C1=CC=CC2=CN(N=C12)C1=CC=C(C[NH2+]C2CC[NH+](CC2)C)C=C1